FC=1C=C(C=CC1)B(O)O (3-Fluorophenyl)boronic acid